C(#N)C1=CC(=C(COC2=CC=CC(=N2)C2=CC(=C(CC3=NC4=C(N3CCOC)C=C(C=C4)C(=O)O)C=C2)NS(=O)(=O)C)C=C1)F 2-(4-(6-((4-Cyano-2-fluorobenzyl)oxy)pyridin-2-yl)-2-(methylsulfonamido)benzyl)-1-(2-methoxyethyl)-1H-benzo[d]imidazole-6-carboxylic acid